N-ethyl-pyrrol-2-yl-3-(thiophene-2-yl)prop-2-ene-1-one methyl-3-[(2S)-2-{[6-oxo-5-(trifluoromethyl)-1,6-dihydropyridazin-4-yl]amino}propoxy]propionate COC(CCOC[C@H](C)NC=1C=NNC(C1C(F)(F)F)=O)=O.C(C)N1C(=CC=C1)C(C=CC=1SC=CC1)=O